3-(3-(hydroxymethyl)-3-methyl-6-oxo-2,3,6,8-tetrahydro-7H-furo[2,3-e]isoindol-7-yl)piperidine-2,6-dione OCC1(COC2=C3CN(C(C3=CC=C21)=O)C2C(NC(CC2)=O)=O)C